FC=1C(=C(C=CC1F)[C@H]1[C@@H](O[C@@]([C@@H]1C)(C(F)(F)F)C)C(=O)NC1=C(C(=NC=C1)C(=O)N)C)OC 4-[[(2R,3s,4r,5s)-3-(3,4-difluoro-2-methoxy-phenyl)-4,5-dimethyl-5-(trifluoromethyl)tetrahydrofuran-2-carbonyl]amino]-3-methyl-pyridine-2-carboxamide